(S)-1-(5-((2,4-dichlorophenyl)thio)pyrazin-2-yl)-4'H,6'H-spiro[piperidine-4,5'-pyrrolo[1,2-b]pyrazol]-4'-amine ClC1=C(C=CC(=C1)Cl)SC=1N=CC(=NC1)N1CCC2([C@@H](C=3N(N=CC3)C2)N)CC1